bis(t-butylimino)-bis(dimethylamino)tungsten C(C)(C)(C)N=[W](N(C)C)(N(C)C)=NC(C)(C)C